[Br-].C[PH2+]C dimethylphosphonium bromide